1,3,8-trimethyl-5-{[4-(trifluoromethyl)phenyl]amino}pyrido[2,3-d]pyrimidine-2,4,7(1H,3H,8H)-trione CN1C(N(C(C2=C1N(C(C=C2NC2=CC=C(C=C2)C(F)(F)F)=O)C)=O)C)=O